FC1(C2(CNC2)CCNC1)F 5,5-difluoro-2,7-diazaspiro[3.5]nonane